FC1=C(CN2[C@@H](CCC2=O)CC(=O)N[C@@H](C(C)C)C(=O)OCC=2OC=CC2)C=CC=C1F Furan-2-ylmethyl (2-((S)-1-(2,3-difluorobenzyl)-5-oxopyrrolidin-2-yl)acetyl)-L-valinate